F[C@]1(CN(CC[C@H]1O)C1=NC=CC(=N1)NC=1N=CC2=C(N=CC(=C2C1)C(C)C)N1CC(C1)[C@@H](C)S(=O)(=O)C)C (3S,4R)-3-fluoro-1-{4-[(8-{3-[(1R)-1-methanesulfonylethyl]azetidin-1-yl}-5-(propan-2-yl)-2,7-naphthyridin-3-yl)amino]pyrimidin-2-yl}-3-methylpiperidin-4-ol